FCCOC1=CC(=CC=2N(C=NC21)C)C(=O)O 4-(2-fluoroethoxy)-1-methyl-1H-benzo[d]imidazole-6-carboxylic acid